lithium citrate C(CC(O)(C(=O)[O-])CC(=O)[O-])(=O)[O-].[Li+].[Li+].[Li+]